4-[[2-(5-Chloro-2-hydroxy-phenyl)acetyl]amino]-N-(1,1-dimethylpropyl)pyridine-2-carboxamide ClC=1C=CC(=C(C1)CC(=O)NC1=CC(=NC=C1)C(=O)NC(CC)(C)C)O